CC(C)NC(=O)O[C@H]1C[C@H](CC1)C1=NNC(=C1)NC1=CC=CC2=C1CCNS2(=O)=O (1R,3S)-3-{5-[(1,1-dioxo-3,4-dihydro-2H-1λ6-benzo[2,1-e][1,2]thiazin-5-yl)amino]-1H-pyrazol-3-yl}cyclopentyl (prop-2-ylamino)methanoate